(1R,4r)-4-((R)-3-methoxypyrrolidin-1-yl)cyclohexan-1-amine 2HCl Cl.Cl.CO[C@H]1CN(CC1)C1CCC(CC1)N